C(C)(C)SC(C1=C(C=CC=2C(=CC(OC21)=O)C)OCC2=C(C=CC=C2)/C(/C(=O)OC)=C\OC)SC(C)C (E)-methyl 2-(2-(((8-(bis(isopropylthio) methyl)-4-methyl-2-oxo-2H-benzopyran-7-yl) oxy) methyl) phenyl)-3-methoxypropenoate